1-(benzyloxy)tridec-6-en-3-ol C(C1=CC=CC=C1)OCCC(CCC=CCCCCCC)O